7-bromo-2-((1S,2S)-2-(3-chlorophenyl)cyclopropyl)quinazolin-4(1H)-one BrC1=CC=C2C(N=C(NC2=C1)[C@@H]1[C@H](C1)C1=CC(=CC=C1)Cl)=O